2-(2-hydroxypropan-2-yl)-N'-((3-methyl-2-phenyl-6,7-dihydro-5H-cyclopenta[b]pyridin-4-yl)carbamoyl)thiazole-5-sulfonimidamide OC(C)(C)C=1SC(=CN1)S(=O)(N)=NC(NC1=C2C(=NC(=C1C)C1=CC=CC=C1)CCC2)=O